C(C)N1C2=CC=C(C=C2C=2C=CN=C(C12)C)NC(=S)NC1=CC=C(C=C1)Cl 1-(9-Ethyl-1-methyl-beta-carbolin-6-yl)-3-(4-chlorophenyl)thiourea